C(C)OP(=O)(CC)CC(C1CC1)C1=CC(=CC=C1)OCC1=CC=CC=C1 (2-(3-(phenylmethyloxy)phenyl)-2-cyclopropylethyl)(ethyl)phosphinic acid ethyl ester